FC1=C(C=CC(=C1)F)C1=CC=C(C=C1)C(=O)NCC(=O)N1CC2(OCCO2)C[C@H]1C(=O)OC Methyl (S)-7-((2',4'-difluoro-[1,1'-biphenyl]-4-carbonyl)glycyl)-1,4-dioxa-7-azaspiro[4.4]nonane-8-carboxylate